2-oxo-1,2-dihydroquinoline-3-carbonitrile O=C1NC2=CC=CC=C2C=C1C#N